2-(((R)-1-(2-((1R,4S)-6,6-difluoro-2-azabicyclo[2.2.1]heptan-2-yl)-3,7-dimethyl-4-oxo-4H-pyrido[1,2-a]pyrimidin-9-yl)ethyl)amino)benzoic acid FC1(C[C@H]2CN([C@@H]1C2)C=2N=C1N(C(C2C)=O)C=C(C=C1[C@@H](C)NC1=C(C(=O)O)C=CC=C1)C)F